4-amino-6-(3-cyanophenyl)-N-ethyl-N-methyl-7-(pyrimidin-4-yl)pyrazolo[1,5-a]pyrazine-2-carboxamide NC=1C=2N(C(=C(N1)C1=CC(=CC=C1)C#N)C1=NC=NC=C1)N=C(C2)C(=O)N(C)CC